(R)-2-ethyl-2,3-dihydro-[1,4]oxazepino[6,7-g]quinoline C(C)[C@H]1OC2=C(C=C3C=CC=NC3=C2)C=NC1